bis(4-(3,5-diacetylphenoxy)phenyl)methanone C(C)(=O)C=1C=C(OC2=CC=C(C=C2)C(=O)C2=CC=C(C=C2)OC2=CC(=CC(=C2)C(C)=O)C(C)=O)C=C(C1)C(C)=O